3-isothiocyanato-N,N-dimethylpropan-1-amine N(=C=S)CCCN(C)C